2-amino-5-hydroxypyrazole NN1N=C(C=C1)O